t-Butyl 8-((1-acetylazetidin-3-yl)(methyl)amino)-3,4-dihydroisoquinoline-2(1H)-carboxylate C(C)(=O)N1CC(C1)N(C=1C=CC=C2CCN(CC12)C(=O)OC(C)(C)C)C